2-(((S)-1-(6-((4-Cyano-2-fluorophenoxy)methyl)-5-fluoropyridin-2-yl)pyrrolidin-3-yl)methyl)-1-(((S)-oxetan-2-yl)methyl)-1H-benzo[d]imidazole-6-carboxylic acid C(#N)C1=CC(=C(OCC2=C(C=CC(=N2)N2C[C@@H](CC2)CC2=NC3=C(N2C[C@H]2OCC2)C=C(C=C3)C(=O)O)F)C=C1)F